ClC1=CC(=C(C=C1)C1=CC=C(C=C1)C1CN(C1)C(=O)N1CC2(C1)CC(C2)N2N=CC=N2)S(=O)(=O)C [3-[4-(4-Chloro-2-methylsulfonyl-phenyl)phenyl]azetidin-1-yl]-[6-(triazol-2-yl)-2-azaspiro[3.3]heptan-2-yl]methanone